BrC=1C=NC=2CCN(CC2C1)C1=NC(=NC=C1C)NN 3-bromo-6-(2-hydrazineyl-5-methylpyrimidin-4-yl)-5,6,7,8-tetrahydro-1,6-naphthyridine